BrC1=C(C=CC(=C1)Cl)NC(CSC1=CC=C(C=C1)N1C(=NC2=CC=C(C=C2C1=O)C)C)=O N-(2-bromo-4-chlorophenyl)-2-((4-(2,6-dimethyl-4-oxoquinazolin-3(4H)-yl)phenyl)thio)acetamide